4-(3-methoxyphenyl)piperazine-1-carboxamide COC=1C=C(C=CC1)N1CCN(CC1)C(=O)N